CC1=CC(=NC(=C1)S(=O)(=O)C)NC1=C(C=NC(=C1)NC(C)=O)C1=NC=C(C=C1)O[C@@H]1COCC1 (S)-N-(4'-((4-methyl-6-(methylsulfonyl)pyridin-2-yl)amino)-5-((tetrahydrofuran-3-yl)oxy)-[2,3'-bipyridin]-6'-yl)acetamide